C(#N)C=1C=C(CN2C3=C(OCC2=O)C=C(C=C3)NC(=O)NC3=CC=C2C=CNC2=C3)C=CC1 1-(4-(3-cyanobenzyl)-3-oxo-3,4-dihydro-2H-benzo[b][1,4]oxazin-7-yl)-3-(1H-indol-6-yl)urea